Cl.Cl.C(CCN)N propane-1,3-diamine dihydrochloride